dimethylsuccinimide CC1C(C(=O)NC1=O)C